C(=O)C=1C=C2C=C[C-]=NC2=CC1 6-methanoylquinolineid